2,5-dimethylphenyl-acetic acid CC1=C(C=C(C=C1)C)CC(=O)O